C(#N)C=1C=NC(=NC1)N[C@H]1CN(CC1)C1=NC(=NC2=CC(=CC=C12)NC(C=C)=O)C (R)-N-(4-(3-((5-cyanopyrimidin-2-yl)amino)pyrrolidin-1-yl)-2-methylquinazolin-7-yl)acrylamide